4-(12-(2-((3R,5R,7R)-adamantan-1-yl)acetamido)dodecanoyl)piperidine C12(CC3CC(CC(C1)C3)C2)CC(=O)NCCCCCCCCCCCC(=O)C2CCNCC2